COC1=NC(=NC=C1)C1CCC(CC1)=O 4-(4-methoxypyrimidin-2-yl)cyclohexan-1-one